2-chloro-[4,5-dicyclohexyl]-1,3,2-dioxaphospholane ClP1OC(C(O1)C1CCCCC1)C1CCCCC1